C1OCC2=C1C=CC(=C2)NC=2N=CC1=C(N2)CNCC1 N-(1,3-dihydro-2-benzofuran-5-yl)-5H,6H,7H,8H-pyrido[3,4-d]pyrimidin-2-amine